C(C1=CC=CC=C1)(=O)C=1C=C(C=CC1)[C@@H](C)NS(=O)(=O)C=1SC=CC1 N-[(1R)-1-(3-benzoylphenyl)ethyl]thiophene-2-sulfonamide